ClC1=CC=2C(=NN(N2)C2=C(C(=CC(=C2)CC=C)OC)O)C=C1 2-(5-chloro-2H-benzotriazol-2-yl)-6-methoxy-4-(2-propen-1-yl)-phenol